6-(2,4-dimethoxypyrimidin-5-yl)pyridazin-3(2H)-one COC1=NC=C(C(=N1)OC)C=1C=CC(NN1)=O